OC1=CC=C(C=C1)C1=CN=C2C(=N1)N(C=N2)CC2CCOCC2 6-(4-hydroxyphenyl)-1-((tetrahydro-2H-pyran-4-yl)methyl)-1H-imidazo[4,5-b]pyrazin